1,4-dimethylaminobenzoic acid ethyl ester C(C)OC(C1(CC=C(C=C1)NC)NC)=O